tris-(pentafluorophenyl)-phosphine FC1=C(C(=C(C(=C1P(C1=C(C(=C(C(=C1F)F)F)F)F)C1=C(C(=C(C(=C1F)F)F)F)F)F)F)F)F